2-[(4-bromophenyl)methoxy-methylene]malononitrile BrC1=CC=C(C=C1)COC=C(C#N)C#N